diphenyl-4-(phenylthio)phenyl-sulfonium hexafluorophosphate F[P-](F)(F)(F)(F)F.C1(=CC=CC=C1)[S+](C1=CC=C(C=C1)SC1=CC=CC=C1)C1=CC=CC=C1